The molecule is a 3beta-sterol that consists of 4beta-methylzymosterol in which the 4alpha-hydrogen is replaced by a hydroxymethyl group. It has a role as a human metabolite. It is a 3beta-sterol and a diol. It derives from a zymosterol. It derives from a hydride of a lanostane. C[C@H](CCC=C(C)C)[C@H]1CC[C@@H]2[C@@]1(CCC3=C2CC[C@@H]4[C@@]3(CC[C@@H]([C@@]4(C)CO)O)C)C